C(C=C)(=O)O.C(C=C)(=O)O.C(C)OC=1C(=C(O)C=CC1C(C)(C)C1=CC=C(C=C1)O)OCC diethoxybisphenol A diacrylate